tert-butyl 7-(cinnolin-5-yl)-1,7-diazaspiro[3.5]nonane-1-carboxylate N1=NC=CC2=C(C=CC=C12)N1CCC2(CCN2C(=O)OC(C)(C)C)CC1